4-(2-(1-cyclopropylvinyl)phenoxy)-4-oxobutanoic acid C1(CC1)C(=C)C1=C(OC(CCC(=O)O)=O)C=CC=C1